NC=1N=NC(=CC1N1C[C@@H]2C([C@@H]2C1)NC(C)=O)C1=C(C=CC=C1)O N-((1R,5S,6s)-3-(3-amino-6-(2-hydroxyphenyl)pyridazin-4-yl)-3-azabicyclo[3.1.0]hexane-6-yl)acetamide